ClC1=C(C=CC=C1)N1C(=NC2=CC=C(C=C2C1=O)F)NC=1C=NC=CC1 3-(2-chlorophenyl)-6-fluoro-2-(pyridin-3-ylamino)quinazolin-4(3H)-one